ClC=1C(=CC(=C(C1)NC(=O)N[C@@H](C)C=1N(N=CN1)C1=NC=CC=N1)F)OC 1-(5-chloro-2-fluoro-4-methoxy-phenyl)-3-[(1S)-1-(2-pyrimidin-2-yl-1,2,4-triazol-3-yl)ethyl]urea